C(CCC)P([O-])(=O)CC.C(CCC)P([O-])(=O)CC.C(CCC)P([O-])(=O)CC.[Al+3] Aluminum tris(n-butylethylphosphinate)